N-[4-(1-Ethyl-pyrrolidin-3-yl)-phenyl]-4-methyl-3-(4-pyridin-3-yl-pyrimidin-2-ylamino)-benzamide C(C)N1CC(CC1)C1=CC=C(C=C1)NC(C1=CC(=C(C=C1)C)NC1=NC=CC(=N1)C=1C=NC=CC1)=O